FC(C1=NC(=CC=C1OC[C@](CC(C)C)(N)C)C1=C2C(=NC=C1F)NC=C2)F (S)-1-((2-(difluoromethyl)-6-(5-fluoro-1H-pyrrolo[2,3-b]pyridin-4-yl)pyridin-3-yl)oxy)-2,4-dimethylpentan-2-amine